CN1N=CC(=C1NC(OC(C)C1=C(C=CC=C1)Cl)=O)C1=CC=C(C=C1)NS(=O)(=O)C 1-(2-chlorophenyl)ethyl (1-methyl-4-(4-(methylsulfonamido)phenyl)-1H-pyrazol-5-yl)carbamate